4,4'-diisocyanato-methylenebicyclohexane N(=C=O)C1CC(C(CC1)C1CCC(CC1)N=C=O)=C